6-(3-methyl-1-benzofuran-5-yl)-N-{(1S)-1-[3-(1-methyl-1H-pyrazol-4-yl)phenyl]ethyl}pyrimidin-4-amine CC1=COC2=C1C=C(C=C2)C2=CC(=NC=N2)N[C@@H](C)C2=CC(=CC=C2)C=2C=NN(C2)C